tert-butyl (4-((2-(2,6-dioxopiperidin-3-yl)-1-oxoisoindolin-4-yl)(pentyl)amino)butyl)carbamate O=C1NC(CCC1N1C(C2=CC=CC(=C2C1)N(CCCCNC(OC(C)(C)C)=O)CCCCC)=O)=O